NC1=C(C(=NN1C1(CC1)C)C1=C(C(=C(C=C1)CC(=O)OC(C)(C)C)F)F)C#N tert-butyl 2-[4-[5-amino-4-cyano-1-(1-methylcyclopropyl)pyrazol-3-yl]-2,3-difluorophenyl]acetate